1-Ethyl 1-((1R-4R)-4-((benzyloxy)methyl)cyclohexyl)-3-hydroxy-1H-pyrazole-4-carboxylate C(C1=CC=CC=C1)OCC1CCC(CC1)N1N=C(C(=C1)C(=O)OCC)O